sucrose tetramyristate CCCCCCCCCCCCCC(=O)OC[C@@H]1[C@H]([C@@H]([C@](O1)(COC(=O)CCCCCCCCCCCCC)O[C@@H]2[C@@H]([C@H]([C@@H]([C@H](O2)CO)O)O)O)OC(=O)CCCCCCCCCCCCC)OC(=O)CCCCCCCCCCCCC